N-[(6-Amino-2-pyridyl)sulfonyl]-6-(1,2,3,6-tetrahydropyridin-4-yl)-2-(2,4,6-trimethylphenoxy)pyridin-3-carboxamid NC1=CC=CC(=N1)S(=O)(=O)NC(=O)C=1C(=NC(=CC1)C=1CCNCC1)OC1=C(C=C(C=C1C)C)C